6-amino-2-chloro-3-fluoro-benzoic acid NC1=CC=C(C(=C1C(=O)O)Cl)F